O(C1=CC=CC=C1)P(O)(O)=O.C1(=CC=CC=C1)P(C1=C(C=CC(=C1)O)O)C1=CC=CC=C1 (2-(diphenylphosphino)-1,4-benzenediol) phenoxyphosphonate